C(C)(C)(C)C1=CC=C(C=N1)C=1N=C2N(CCCN2C)C(C1C#N)=O 8-(6-(tert-butyl)pyridin-3-yl)-1-methyl-6-oxo-1,3,4,6-tetrahydro-2H-pyrimido[1,2-a]pyrimidine-7-carbonitrile